6-chloro-3-(3-(methylthio)phenyl)furo[3,2-b]pyridine ClC=1C=C2C(=NC1)C(=CO2)C2=CC(=CC=C2)SC